2-amino-6-borono-2-(1-(2-(trifluoromethyl)benzyl)piperidin-4-yl)hexanoic acid NC(C(=O)O)(CCCCB(O)O)C1CCN(CC1)CC1=C(C=CC=C1)C(F)(F)F